4'-((9,10-anthraquinone-2,6-diyl) dioxy) dibutyrate C(CCC)(=O)OOC1=CC=2C(C3=CC=C(C=C3C(C2C=C1)=O)OOC(CCC)=O)=O